(S)-N-((S)-4-AMINO-1-((3,4-DICHLORO-2-FLUOROPHENYL)AMINO)-1-OXOBUTAN-2-YL)-2-(4-(4,4-DIMETHYLPIPERIDIN-1-YL)-4-OXOBUTANOYL)-1,2,3,4-TETRAHYDROISOQUINOLINE-3-CARBOXAMIDE NCC[C@@H](C(=O)NC1=C(C(=C(C=C1)Cl)Cl)F)NC(=O)[C@H]1N(CC2=CC=CC=C2C1)C(CCC(=O)N1CCC(CC1)(C)C)=O